5-[4-[(2-methylpyridin-3-yl)carbonylamino]phenyl]-1H-naphtho[1,2-b][1,4]diazepine-2,4(3H,5H)-Dione hydrochloride Cl.CC1=NC=CC=C1C(=O)NC1=CC=C(C=C1)N1C2=C(NC(CC1=O)=O)C1=CC=CC=C1C=C2